ClC1=C(C=CC=C1F)C1=C(C2=C(CCC1)C=C(C=C2)C(=O)O)C2=CC=C(C=C2)O[C@@H]2CN(CC2)CCCF 6-(2-Chloro-3-fluoro-phenyl)-5-{4-[(S)-1-(3-fluoro-propyl)-pyrrolidin-3-yloxy]-phenyl}-8,9-dihydro-7H-benzocycloheptene-2-carboxylic acid